racemic-p-hydroxyphenylglycine sulfate S(=O)(=O)(O)O.OC1=CC=C([C@@H](N)C(=O)O)C=C1 |r|